CC(CO)CCCC1=CC=CC=C1 beta-methyl-benzenepentanol